FC1=CC=C(C=N1)C1=CC=C(CNC(CC)=O)C=C1 N-(4-(6-fluoropyridin-3-yl)benzyl)propanamide